C(C)(=O)O[C@H]1[C@@H](O[C@@H]([C@H]1O)CO)N1C(=O)NC(=O)C=C1 2'-O-acetyl-Uridine